8,13-dimethyloctadecanediamine CC(CCCCCCC(N)N)CCCCC(CCCCC)C